2-amino-1H-pyrrole-3-carbonitrile NC=1NC=CC1C#N